C(C=C)(=O)N1CCN(CC1)C1=NC(N2C3=C(C(=CC(=C13)CC#N)C1=C(C=C(C=C1)F)F)OCC2)=O 2-(7-(4-acryloylpiperazin-1-yl)-10-(2,4-difluorophenyl)-5-oxo-2,3-dihydro-5H-[1,4]oxazino[2,3,4-ij]quinazolin-8-yl)acetonitrile